ClC=1C=CC=C2C=CC=C(C12)C1=C(C=2N=C(N=C(C2C=N1)NCC(C)(O)C)OC[C@]12CCCN2C[C@@H](C1)F)F 1-((7-(8-chloronaphthalen-1-yl)-8-fluoro-2-(((2R,7aS)-2-fluorotetrahydro-1H-pyrrolizin-7a(5H)-yl)methoxy)pyrido[4,3-d]pyrimidin-4-yl)amino)-2-methylpropan-2-ol